(1-aminocyclobutyl)-carboxylic acid NC1(CCC1)C(=O)O